ClC1=C(C(=O)N2CCN(CC2)C(CN2C[C@@H](CC2)C(=O)O)=O)C=CC(=C1)NC(=O)C=1N(C(=CN1)C1=C(C(=C(C=C1)OCC#N)F)F)C (R)-1-(2-(4-(2-chloro-4-(5-(4-(cyanomethoxy)-2,3-difluorophenyl)-1-methyl-1H-imidazole-2-carboxamido)benzoyl)piperazin-1-yl)-2-oxoethyl)pyrrolidine-3-carboxylic acid